N-(2-Chloro-3-{(4S)-2-imino-4-methyl-1-[(2R*,4R*)-2-methyl-tetrahydropyran-4-yl]-6-oxo-hexahydropyrimidin-4-yl}phenyl)-3-methoxypyridine-2-carboxamide trifluoroacetic acid salt FC(C(=O)O)(F)F.ClC1=C(C=CC=C1[C@]1(NC(N(C(C1)=O)[C@H]1C[C@H](OCC1)C)=N)C)NC(=O)C1=NC=CC=C1OC |o1:21,23|